N-methyl-4-(methylsulfonyl)benzamide CNC(C1=CC=C(C=C1)S(=O)(=O)C)=O